O=C1NC(CCC1N1C(C2=CC=CC(=C2C1)SCCCCCCCCCC(=O)NC1=CC(=CC=C1)C1=CC=2[C@H]3[C@@H]([C@@H](NC2C=C1)CO)CCN3S(=O)(=O)C3=CC=C(C)C=C3)=O)=O 10-((2-(2,6-dioxopiperidin-3-yl)-1-oxoisoindolin-4-yl)thio)-N-(3-((3aR,4R,9bR)-4-(hydroxymethyl)-1-tosyl-2,3,3a,4,5,9b-hexahydro-1H-pyrrolo[3,2-c]quinolin-8-yl)phenyl)decanamide